C(C=C)OC(CC)(O)OC1=CC=CC=C1.[NH4+] ammonium allyloxyphenoxypropanol